FC=1C=C(C#N)C=CC1OCC1=C(C=CC(=C1)[C@@H]1CNCC1)F (R)-3-fluoro-4-((2-fluoro-5-(pyrrolidin-3-yl)benzyl)oxy)benzonitrile